5-(chloromethyl)-3-(2-bromophenyl)-1,2,4-oxadiazole ClCC1=NC(=NO1)C1=C(C=CC=C1)Br